C(C)(C)(C)SCC(CCC(=O)OCC)=O ethyl 5-(tert-butylsulfanyl)-4-oxopentanoate